[Si](C1=CC=CC=C1)(C1=CC=CC=C1)(C(C)(C)C)OC1CCCC1 (1S,2R)-2-((tert-butyldiphenylsilyl)oxy)cyclopentane